5-(4-hydroxybenzylidene)pyrimidine-2,4,6(1H,3H,5H)-trione OC1=CC=C(C=C2C(NC(NC2=O)=O)=O)C=C1